SC(C(CO)C)C 3-mercapto-2-methylbutane-1-ol